COC=1C=C2C(=CC=NC2=CC1OC)OC1=CC(=C(C=C1F)NC(=O)C1(CC1)C(=O)NC1=CC=C(C=C1)F)F N-(4-{[6,7-bis(methyloxy)quinolin-4-yl]oxy}-2,5-difluorophenyl)-N'-(4-fluorophenyl)cyclopropane-1,1-dicarboxamide